5-methyl-2H-1,2,3-triazole CC=1C=NNN1